BrC=1C=C(C2=C(N(N=C2C1)C)C=1C=C2C(CN(C(C2=C(C1)OC(F)F)=O)C(=O)OC(C)(C)C)C)C#N Tert-butyl 6-(6-bromo-4-cyano-2-methyl-indazol-3-yl)-8-(difluoromethoxy)-4-methyl-1-oxo-3,4-dihydroisoquinoline-2-carboxylate